[(2-{[3-(hydroxymethyl)pyridin-2-yl]sulfanyl}-3,5-bis(trifluoromethyl)phenyl)methyl]-2-methylpropane-2-sulfinamide OCC=1C(=NC=CC1)SC1=C(C=C(C=C1C(F)(F)F)C(F)(F)F)CCC(C)(S(=O)N)C